((2R-3S,4R,5S)-5-(4-aminopyrrolo[2,1-f][1,2,4]triazin-7-yl)-2-cyano-3,4-dihydroxytetrahydrofuran-2-yl)methyl ((R)-2-((6-cyanopyridin-3-yl)oxy) docosyl) hydrogen phosphate P(=O)(OC[C@]1(O[C@H]([C@@H]([C@@H]1O)O)C1=CC=C2C(=NC=NN21)N)C#N)(OC[C@@H](CCCCCCCCCCCCCCCCCCCC)OC=2C=NC(=CC2)C#N)O